N-[1-(6-chloro-3-pyridyl)cyclobutyl]-6-[(2,6-difluoro-4-pyridyl)amino]-3-methoxy-pyridine-2-carboxamide ClC1=CC=C(C=N1)C1(CCC1)NC(=O)C1=NC(=CC=C1OC)NC1=CC(=NC(=C1)F)F